2-((2S,3S)-3-benzyl-1,4-dioxaspiro[4.5]decane-2-yl)ethanol C(C1=CC=CC=C1)[C@H]1[C@@H](OC2(O1)CCCCC2)CCO